2-fluoro-3-methyl-5-(1-phenyl-1H-pyrazol-4-yl)phenol FC1=C(C=C(C=C1C)C=1C=NN(C1)C1=CC=CC=C1)O